CN(S(=O)(=O)C)[C@@H]1[C@H](NC1)C N-methyl-N-((2R,3S)-2-methylazetidin-3-yl)methanesulfonamide